NC1CCC(CC1)N 1,4-Diamino-cyclohexan